FC(C(C)(C)O)(F)C=1C(=C(C=CC1)[C@@H](C)NC1=NC(=NC2=CC3=C(C=C12)N(C([C@@]3(C)CCOC)=O)C)C)F (S)-4-(((R)-1-(3-(1,1-difluoro-2-hydroxy-2-methylpropyl)-2-fluorophenyl)ethyl)amino)-8-(2-methoxyethyl)-2,6,8-trimethyl-6,8-dihydro-7H-pyrrolo[2,3-g]quinazolin-7-one